1-(5-{[(5-chlorothiophen-2-yl)methyl]amino}-3-(pyrrolidin-3-yl)-1H-pyrazol-1-yl)-2,2-dimethylpropan-1-one ClC1=CC=C(S1)CNC1=CC(=NN1C(C(C)(C)C)=O)C1CNCC1